NC=1SC=2NC(C(=CC2N1)C1=NC2=C(N1)C=C(C=C2)N2CCN(CC2)C)=O amino-6-(6-(4-methylpiperazin-1-yl)-1H-benzo[d]imidazol-2-yl)thiazolo[5,4-b]pyridin-5(4H)-one